NC1=CC=CC(=N1)C(=O)C1CCN(CC1)C1CCC1 (6-aminopyridin-2-yl)(1-cyclobutylpiperidin-4-yl)methanone